P(=O)(OC)(OC1=C(C=CC=C1)Cl)OCCOCCCCCCCCCCCCCCCCCC methyl (2-chlorophenyl) (2-(octadecyloxy) ethyl) phosphate